O[C@H](COC=1C=CC=2C=3N(C(=NC2C1OC)NC(C1=C(N=CC=C1)C)=O)CCN3)CN3CCOCC3 (S)-N-(8-(2-Hydroxy-3-morpholinopropoxy)-7-methoxy-2,3-dihydroimidazo[1,2-c]quinazolin-5-yl)-2-methylnicotinamide